1,3,6-naphthalenetrisulfonic acid C1(=CC(=CC2=CC(=CC=C12)S(=O)(=O)O)S(=O)(=O)O)S(=O)(=O)O